3-(3'-acetylbiphenyl-3-yl)-3-aminopropionic acid ethyl ester hydrochloride Cl.C(C)OC(CC(N)C=1C=C(C=CC1)C1=CC(=CC=C1)C(C)=O)=O